1-bis(3'-indolyl)-1-(p-chlorophenyl)methane C1=CC=C2C(=C1)C=CN2C(C3=CC=C(C=C3)Cl)N4C=CC5=CC=CC=C54